CN(CCC1=CC(N(C=C1)C(C(=O)N[C@@H](CC(=O)O)C=1C=C(C=CC1)C1=C(C=CC=C1C)C)CC(C)C)=O)C (3S)-3-(2-(4-(2-(dimethylamino)ethyl)-2-oxopyridin-1(2H)-yl)-4-methylpentanamido)-3-(2',6'-dimethylbiphenyl-3-yl)propanoic acid